N-(3-Isopropylisoxazol-5-yl)-2-(4-(5-morpholinyl-1H-benzo[d]imidazol-1-yl)phenyl)ethyl-Amide C(C)(C)C1=NOC(=C1)[N-]CCC1=CC=C(C=C1)N1C=NC2=C1C=CC(=C2)N2CCOCC2